FC(CO)(F)C=1C=C(C=CC1)[C@@H](C)NC(=O)C=1C=C(C(=C2C=NNC12)OC)C1CNCCC1 N-[(1R)-1-[3-(1,1-difluoro-2-hydroxyethyl)phenyl]ethyl]-4-methoxy-5-(piperidin-3-yl)-1H-indazole-7-carboxamide